6-(2,4-dimethoxypyrimidin-5-yl)-4-[3-(2-pyridylmethoxy)pyrrolidine-1-yl]thieno[2,3-d]pyrimidine COC1=NC=C(C(=N1)OC)C1=CC2=C(N=CN=C2N2CC(CC2)OCC2=NC=CC=C2)S1